Cl.Cl.C1(CC1)C=1[C@H](C2(CC1)CCNCC2)N (S)-2-cyclopropyl-8-azaspiro[4.5]dec-2-en-1-amine dihydrochloride